C1(CCCC1)NC1=NC(=NC=C1N)C1=CC=NC=C1 N4-cyclopentyl-2-(4-pyridyl)pyrimidine-4,5-diamine